C/C(/C=O)=C\C(CC=C(C)C)C=1C=C(C#N)C=CC1C (e)-3-(2,7-dimethyl-1-oxoocta-2,6-dien-4-yl)-4-methylbenzonitrile